[Br-].[K+].Cl[O-].[Na+] sodium hypochlorite potassium bromide